histidinourea N([C@@H](CC1=CNC=N1)C(=O)O)NC(=O)N